N1C=NC2=C1C=CC=C2C2=CC=1C(=CN=C(C1)NC(=O)[C@H]1[C@H](C1)F)N2C (1S,2S)-N-[2-(1H-1,3-benzodiazol-4-yl)-1-methylpyrrolo[2,3-c]pyridin-5-yl]-2-fluorocyclopropane-1-carboxamide